(8aR,10S)-10-Hydroxy-5-methyl-3,4,8a,9,10,11-hexahydro-2H,8H,13H-chromeno[8,7-f]pyrrolo[2,1-c][1,4]oxazepin-13-one O[C@H]1C[C@@H]2COC=3C(C(N2C1)=O)=C1OCCCC1=C(C3)C